dimethyl 3-bromo-5-((2-(trifluoromethoxy)phenyl) sulfonamido)phthalate BrC1=C(C(C(=O)OC)=CC(=C1)NS(=O)(=O)C1=C(C=CC=C1)OC(F)(F)F)C(=O)OC